C(C)P(=O)(CC)C1=CC2=C(N=C(N=C2N[C@H](C)C=2C(=C(C=CC2)C(C(C)(O)C)(F)F)F)C)N=C1 1-{3-[(1R)-1-{[6-(diethylphosphoryl)-2-methylpyrido[2,3-d]pyrimidin-4-yl]amino}ethyl]-2-fluorophenyl}-1,1-difluoro-2-methylpropan-2-ol